1,3,6-naphthalenetricarboxylic acid C1(=CC(=CC2=CC(=CC=C12)C(=O)O)C(=O)O)C(=O)O